3-(2-hydroxyethyl)morpholine-4-carboxylic acid tert-butyl ester C(C)(C)(C)OC(=O)N1C(COCC1)CCO